N-(4-bromobenzyl)-6-fluoro-N-methyl-2H-benzopyran-3-carboxamide BrC1=CC=C(CN(C(=O)C=2COC3=C(C2)C=C(C=C3)F)C)C=C1